(4-((R)-2-Amino-3-(2H-tetrazol-2-yl)propoxy)-2-fluorophenyl)((R)-3-(4-fluorophenyl)pyrrolidin-1-yl)methanon N[C@@H](COC1=CC(=C(C=C1)C(=O)N1C[C@H](CC1)C1=CC=C(C=C1)F)F)CN1N=CN=N1